[C@@H](C)(CC)N1N=CN(C1=O)C1=CC=C(C=C1)N1CCN(CC1)C1=CC=C(C=C1)OC[C@H]1O[C@@](OC1)(CCl)C1=C(C=C(C=C1)Cl)Cl 2-((R)-sec-Butyl)-4-(4-(4-(4-(((2R,4R)-2-(2,4-dichlorophenyl)-2-chloromethyl-1,3-dioxolan-4-yl)methoxy)phenyl)piperazin-1-yl)phenyl)-2,4-dihydro-3H-1,2,4-triazol-3-one